ClC=1C=CC(=NC1C(F)(F)F)[C@@H](NC(=O)N1[C@@H](C(NCC1)=O)C)C=1C=NC(=CC1)C(F)(F)F |o1:11| (2R)-N-((S or R)-(5-chloro-6-(trifluoromethyl)pyridin-2-yl)(6-(trifluoro-methyl)pyridin-3-yl)methyl)-2-methyl-3-oxopiperazine-1-carboxamide